CN1C[C@@H](CC1)NC (3R)-1-Methyl-3-(methylamino)tetrahydropyrrole